2-Methyl-10H-benzo[b]thieno[2,3-e][1,4]diazepin-4-amine CC1=CC2=C(NC3=C(N=C2N)C=CC=C3)S1